COC=1C=C(C=C2CCC(OC12)C=1C=NC(=CC1)OC)C#N 8-methoxy-2-(6-methoxypyridin-3-yl)chroman-6-carbonitrile